2-Chloro-6-(((1S,2S,4S)-2-(dimethylamino)-4-(2-fluoro-5-(trifluoromethyl)phenyl)-cyclohexyl)oxy)-N-(pyrimidin-4-yl)pyridine-3-sulfonamide formate C(=O)O.ClC1=NC(=CC=C1S(=O)(=O)NC1=NC=NC=C1)O[C@@H]1[C@H](C[C@H](CC1)C1=C(C=CC(=C1)C(F)(F)F)F)N(C)C